OC1[C@]2(C)[C@@H](CC1)[C@@H]1CCC3=CC(C4C([C@]3(C)[C@H]1CC2)O4)=O 17-hydroxy-1,2-epoxyandrost-4-en-3-one